N[C@H]1CN(CCC1)C1=NC2=C(N1CC1=C(C#N)C=CC=C1)C=CC=C2 (R)-2-((2-(3-Aminopiperidin-1-yl)-1H-benzo[d]imidazol-1-yl)methyl)benzonitril